N6-cyclopentyl-N4-{(1R)-1-[3-(difluoromethyl)-2-fluorophenyl]ethyl}-2-methylpyrido[3,4-d]pyrimidine-4,6-diamine C1(CCCC1)NC1=CC2=C(N=C(N=C2N[C@H](C)C2=C(C(=CC=C2)C(F)F)F)C)C=N1